1,1'-(6-((4-(((2-aminopyrimidin-4-yl)oxy)methyl)benzyl)carbamoyl)-2-diazo-3-oxo-2,3-dihydrospiro[indene-1,9'-xanthene]-3',6'-diyl)bis(N,N-dimethylazetidine-3-carboxamide) NC1=NC=CC(=N1)OCC1=CC=C(CNC(=O)C2=CC=C3C(C(C4(C5=CC=C(C=C5OC=5C=C(C=CC45)N4CC(C4)C(=O)N(C)C)N4CC(C4)C(=O)N(C)C)C3=C2)=[N+]=[N-])=O)C=C1